ClC1=CNC2=CC(=CC=C12)C1=C(C=C(N=N1)N[C@H]1CN(CCC1)CC)C 6-(3-chloro-1H-indol-6-yl)-N-[(3R)-1-ethyl-3-piperidinyl]-5-methyl-pyridazin-3-amine